IC1=CC=C(C(=O)NC(NC=2C(=NN(C2)CCCOC)C)=S)C=C1 4-iodo-N-((1-(3-methoxypropyl)-3-methyl-1H-pyrazol-4-yl)carbamothioyl)benzamide